(R)-2-((1H-indol-2-yl)(2-methoxyphenyl)methyl)isoindolin-1-one N1C(=CC2=CC=CC=C12)[C@H](N1C(C2=CC=CC=C2C1)=O)C1=C(C=CC=C1)OC